CC1CNC2=CC=C(C=C12)S(=O)(=O)N1C[C@@H](CC1)NC(OC(C)(C)C)=O tert-butyl N-[(3R)-1-(3-methylindolin-5-yl)sulfonylpyrrolidin-3-yl]carbamate